(1R,2R)-l-N,2-N-dimethylcyclohexane-1,2-diamine CN[C@H]1[C@@H](CCCC1)NC